C(C)(C)(C)[SH2+]=O Tertiary butyl-sulfoxonium